2-chloro-1-(2-methylazepan-1-yl)ethan-1-one ClCC(=O)N1C(CCCCC1)C